C1(CC1)C=1N=C(N=NC1)SC 5-cyclopropyl-3-(methylsulfanyl)-1,2,4-triazine